17-amino-N-[4-(carbamoylamino)-3-methylphenyl]-N-{2-[4-(2,3-dimethoxybenzoyl)piperazin-1-yl]-2-oxoethyl}-3,6,9,12,15-pentaoxaheptadecanamide NCCOCCOCCOCCOCCOCC(=O)N(CC(=O)N1CCN(CC1)C(C1=C(C(=CC=C1)OC)OC)=O)C1=CC(=C(C=C1)NC(N)=O)C